ditert-butyl L-cystinate dihydrochloride Cl.Cl.C([C@@H](C(=O)OC(C)(C)C)N)SSC[C@@H](C(=O)OC(C)(C)C)N